C1(=CC=CC=C1)S(=O)(=O)C1=CC=CC=C1 Diphenyl sulphone